FC1=C(C=CC(=C1)F)S(=O)(=O)NC=1C(=NC=C(C1)C=1C=C2C(=NC=NC2=CC1)N1CCNCC1)OC 2,4-Difluoro-N-(2-methoxy-5-(4-(piperazin-1-yl)quinazolin-6-yl)pyridin-3-yl)benzenesulfonamide